N1(CCOCC1)C(=O)C=1C=CC(=NC1)C=1C=C(C2=C(C=C(O2)CNC(OC(C)(C)C)=O)C1)C(F)(F)F tert-butyl (5-(5-(morpholine-4-carbonyl)pyridin-2-yl)-7-(trifluoromethyl)benzofuran-2-yl)methylcarbamate